C(C)C1=CC2=C(C3=CC=CC=C3C(=C2C=C1)OC(=O)OCC(CCCC)CC)OC(=O)OCC(CCCC)CC 2-ethyl-9,10-bis(2-ethylhexyloxycarbonyloxy)anthracene